2-(3-(3,4-dichlorophenyl)-1-methylureido)-5-oxo-5H-thieno[3,2-b]Pyran-6-carboxylic acid methyl ester COC(=O)C1=CC2=C(OC1=O)C=C(S2)N(C(=O)NC2=CC(=C(C=C2)Cl)Cl)C